FC1=NC=CC=C1C1=C(C=CC=C1)C1=C(C=CC=C1)C1=CC=CC=2C3=CC=C(C=C3NC12)OC 1-(2'-(2-fluoropyridin-3-yl)-[1,1'-biphenyl]-2-yl)-7-methoxy-9H-carbazole